4-methoxy-5,6,7,8-tetrahydroquinoline COC1=CC=NC=2CCCCC12